(S)-4-(4-fluorobenzyl)-N-(5-methyl-7-(3-methyl-3-(4-methylpiperazin-1-yl)but-1-yn-1-yl)-4-oxo-2,3,4,5-tetrahydrobenzo[b][1,4]oxaazepin-3-yl)-1H-pyrazole-1-carboxamide FC1=CC=C(CC=2C=NN(C2)C(=O)N[C@@H]2C(N(C3=C(OC2)C=CC(=C3)C#CC(C)(N3CCN(CC3)C)C)C)=O)C=C1